[C@H](C)(CC)[C@@H]1C(N[C@@H](C(N1C(C=1N=C(OC1)C)C1=NC=C2COCCN21)=O)C2CC1=CC=CC=C1C2)=O (3R,6R)-6-((S)-sec-butyl)-3-(2,3-dihydro-1H-inden-2-yl)-1-((6,8-dihydro-5H-imidazo[5,1-c][1,4]oxazin-3-yl)(2-methyloxazol-4-yl)methyl)piperazine-2,5-dione